3-(5-(4-((methyl(pyridin-3-ylmethyl)amino)methyl)pyridin-2-yl)-1-oxoisoindolin-2-yl)piperidine-2,6-dione CN(CC=1C=NC=CC1)CC1=CC(=NC=C1)C=1C=C2CN(C(C2=CC1)=O)C1C(NC(CC1)=O)=O